(E)-4-(4-(9H-carbazol-9-yl)styryl)-1-(4-benzoylbenzyl)pyridine cetyl-ethylhexanoate (cetyl-ethylhexanoate) C(CCCCCCCCCCCCCCC)C(C(=O)O)(CCCC)CC.C(CCCCCCCCCCCCCCC)C(C(=O)O)(CCCC)CC.C1=CC=CC=2C3=CC=CC=C3N(C12)C1=CC=C(/C=C/C2=CCN(C=C2)CC2=CC=C(C=C2)C(C2=CC=CC=C2)=O)C=C1